OC=1C(=C(C=2C(C3=CC=CC=C3C(C2C1)=O)=O)OC)C=O 3-hydroxy-1-methoxy-anthraquinone-2-carboxaldehyde